ClC1=C(N(C2=CC=CC=C2)C2=CC=CC=C2)C=CC=C1Cl C2,3-dichloro-N,N-diphenylaniline